CC(C#CC)CCC dimethyl-1-hexyne